bismuth tris(dimethyldithiocarbamic acid) CN(C(S)=S)C.CN(C(S)=S)C.CN(C(S)=S)C.[Bi]